C(C)S(=O)(=O)C1=CC=C(C=C1)NCC#CC=1N(C2=CC=CC(=C2C1)NC1CCN(CC1)CC#N)CC(F)(F)F 2-(4-{[2-(3-{[4-(ethanesulfonyl)phenyl]amino}prop-1-yn-1-yl)-1-(2,2,2-trifluoroethyl)-1H-indol-4-yl]amino}piperidin-1-yl)acetonitrile